C(C)(=O)C1=CN(C2=CC=C(C=C12)N1CCN(CC1)S(=O)(=O)C)CC(=O)N1[C@@H](C[C@H](C1)F)C(=O)NC=1C(=C(C=CC1)C1=C(C=CC=C1)Cl)F (2S,4R)-1-(2-(3-acetyl-5-(4-(methylsulfonyl)piperazin-1-yl)-1H-indol-1-yl)acetyl)-N-(2'-chloro-2-fluoro-[1,1'-biphenyl]-3-yl)-4-fluoropyrrolidine-2-carboxamide